CN([C@H]1C[C@@H]([C@@H](CC1)NC1=NC=C2C(=N1)N(C(N(C2)C2=CC(=C(C=C2)NS(=O)(=O)CC2=CC=C(C=C2)F)F)=O)C(C)C)F)C N-(4-(7-(((1R,2S,4R)-4-(dimethylamino)-2-fluorocyclohexyl)amino)-1-isopropyl-2-oxo-1,4-dihydropyrimido[4,5-d]pyrimidin-3(2H)-yl)-2-fluorophenyl)-1-(4-fluorophenyl)methanesulfonamide